C(C)(C)N1N=CC2=C1N=CNC2=O 1-isopropyl-1,5-dihydro-4H-pyrazolo[3,4-d]pyrimidin-4-one